2-[(2R)-1-[(4-Chlorophenyl)methyl]-5-oxopyrrolidin-2-yl]-2-oxoacetic Acid ClC1=CC=C(C=C1)CN1[C@H](CCC1=O)C(C(=O)O)=O